(8R,9S,13S,14S)-13-methyl-3-((pentyl-5-d)oxy)-6,7,8,9,11,12,13,14,15,16-decahydrospiro[cyclopenta[a]phenanthrene-17,2'-[1,3]dioxolane] C[C@@]12[C@H]([C@@H]3CCC=4C=C(C=CC4[C@H]3CC1)OCCCCC[2H])CCC21OCCO1